bis(hydroxyethyl)laurylamine OCCN(CCCCCCCCCCCC)CCO